2-(3-(N,N-bis(4-methoxybenzyl)sulfamoyl)-1H-pyrazol-1-yl)-2-methylpropanoic acid, sodium salt [Na+].COC1=CC=C(CN(S(=O)(=O)C2=NN(C=C2)C(C(=O)[O-])(C)C)CC2=CC=C(C=C2)OC)C=C1